3-methyl-1,5,6,7-tetrahydro-4H-pyrrolo[3,2-c]Pyridin-4-one CC1=CNC2=C1C(NCC2)=O